ClC1=C(SC=2C(NC3(C21)CCCCC3)=O)NC3=NC=NC(=C3)N[C@@H]3COCC3 (S)-3'-chloro-2'-((6-((tetrahydrofuran-3-yl)amino)pyrimidin-4-yl)amino)spiro[cyclohexane-1,4'-thieno[2,3-c]pyrrol]-6'(5'H)-one